COC=1C=C2N=CC(=NC2=CC1)N1C[C@H](N([C@H](C1)C)C(=O)OC1CC2(CN(C2)CC2=CC=C(C=C2)F)C1)C 2-[(4-fluorophenyl)methyl]-2-azaspiro[3.3]heptan-6-yl (2R,6S)-4-(6-methoxyquinoxalin-2-yl)-2,6-dimethylpiperazine-1-carboxylate